CC1=C(C(=C(C(=C1C1=C(C(=C(C(=C1C1=CC=CC=C1)C1=CC=CC=C1)C(=O)O)C(=O)O)C)C)C(=O)O)C(=O)O)C dimethyl-3,3'-dicarboxydiphenyl-2,2'-dimethyl-4,4'-dicarboxybiphenyl